4-[[(7S)-1-[4-[(1S)-1-(2,2-difluoro-1,3-benzodioxol-5-yl)ethoxy]-2-pyridinyl]-3-(trifluoromethyl)-4,5,6,7-tetrahydroindazol-7-yl]oxy]benzoic acid FC1(OC2=C(O1)C=CC(=C2)[C@H](C)OC2=CC(=NC=C2)N2N=C(C=1CCC[C@@H](C21)OC2=CC=C(C(=O)O)C=C2)C(F)(F)F)F